1-Naphthohydroxamic acid C1(=CC=CC2=CC=CC=C12)C(=O)NO